FC(C=1C=C2C(=NC=NC2=C(C1)C(F)(F)F)N(C(C)C1=NC=NN1C1=CC=C(C=N1)C#N)C)(F)F 6-[5-[1-[[6,8-bis(trifluoromethyl)quinazolin-4-yl]-methyl-amino]ethyl]-1,2,4-triazol-1-yl]pyridine-3-carbonitrile